CN(S(=O)(=O)C)C1=C2N=CC=NC2=CC=C1[N+](=O)[O-] N-methyl-N-(6-nitroquinoxalin-5-yl)methanesulfonamide